C1(CC1)CCNC=1N=CC2=C(N(C(C=3C=C(C=CC23)N2CCN(CC2)C)=O)C2CCC(CC2)(C)O)N1 trans-3-((2-Cyclopropylethyl)amino)-5-(4-hydroxy-4-methylcyclohexyl)-8-(4-methylpiperazin-1-yl)pyrimido[4,5-c]isoquinolin-6(5H)-one